The molecule is an aryl sulfide that is thiophenol in which the hydrogen of the thiol group has been replaced by a methyl group. It is an aryl sulfide and a member of benzenes. It derives from a thiophenol. CSC1=CC=CC=C1